C(CCC)OCC1OC(OC1)=O 4-butoxymethyl-1,3-dioxolane-2-one